tert-Butyl 3-(4-(N-methylsulfamoyl)-7-(thiazol-2-yl)benzo[d]oxazol-2-yl)-3,6-diazabicyclo[3.1.1]heptane-6-carboxylate CNS(=O)(=O)C1=CC=C(C2=C1N=C(O2)N2CC1N(C(C2)C1)C(=O)OC(C)(C)C)C=1SC=CN1